2'''-(ethane-1,2-diylbis(azanetriyl))tetraacetic acid C(CN(CC(=O)O)CC(=O)O)N(CC(=O)O)CC(=O)O